C(C)(=O)C1=C(C(=CC(=C1)Br)F)/N=C/N(C)C (E)-N'-(2-Acetyl-4-bromo-6-fluorophenyl)-N,N-dimethylformimidamide